C(C1=CC=CC=C1)OC(=O)N1C[C@@H](N([C@@H](C1)C)CCCOC=1C=CC=C2C(=NN(C12)C)N(C(=O)N)CCC(=O)OCC)C.N1C(NC(CC1)=O)=O dihydropyrimidine-2,4(1H,3H)-dione benzyl-(3S,5R)-4-(3-((3-(1-(3-ethoxy-3-oxopropyl)ureido)-1-methyl-1H-indazol-7-yl)oxy)propyl)-3,5-dimethylpiperazine-1-carboxylate